p-hydroxyphenol methacrylate C(C(=C)C)(=O)OC1=CC=C(C=C1)O